N-cyclopropyl-3-(5-piperazin-1-ylpyrazolo[1,5-a]pyrimidin-3-yl)pyridin-2-amine C1(CC1)NC1=NC=CC=C1C=1C=NN2C1N=C(C=C2)N2CCNCC2